ClC=1C(=CC(=NC1)NC1CCOCC1)C1=CC=C2CN(C(C2=C1)=O)CC(=O)O 2-(6-{5-Chloro-2-[(oxan-4-yl)amino]pyridin-4-yl}-1-oxo-2,3-dihydro-1H-isoindol-2-yl)acetic acid